N-[3-[(2,3-dihydroxypropyl)(3-octyloxypropyl)amino]propyl]linoleamide Lauryl-sulphate C(CCCCCCCCCCC)OS(=O)(=O)O.OC(CN(CCCNC(CCCCCCC\C=C/C\C=C/CCCCC)=O)CCCOCCCCCCCC)CO